(1R,2S,3R,5S)-3-(4-amino-7H-pyrrolo[2,3-d]pyrimidin-7-yl)-5-(2-(1,3,4,5-tetrahydro-[1,2]oxazepino[3,4-b]quinolin-9-yl)ethyl)cyclopentane-1,2-diol NC=1C2=C(N=CN1)N(C=C2)[C@H]2[C@@H]([C@@H]([C@H](C2)CCC2=CC=C1C=C3C(=NC1=C2)NOCCC3)O)O